ClC=1C(=CC=2C3=C(COC2C1)SC=C3)CO (7-chloro-4H-thieno[2,3-c]chromen-8-yl)methanol